BrC=1C=C(C(=NC1)CBr)C(C#N)(CO)C 2-(5-bromo-2-(bromomethyl)pyridin-3-yl)-3-hydroxy-2-methylpropanenitrile